C(C)N1C2=CC=CC=C2C=2C=C(C=CC12)CNC1CCC(CC1)NC(=O)C=1NC2=CC=CC=C2C1 N-((1r,4r)-4-((9-ethyl-9H-carbazol-3-yl)methylamino)cyclohexyl)-1H-indole-2-carboxamide